FC1=C(C(=CC=C1)F)P(Cl)C1=C(C=CC=C1F)F bis(2,6-difluorophenyl)chlorophosphine